NC1=NC=2N=CC(=CC2C2=C1COC2)C(=O)N(C)[C@H]2COCC1=C2C=CC(=C1)Br 4-amino-N-((4R)-7-bromo-3,4-dihydro-1H-2-benzopyran-4-yl)-N-methyl-1,3-dihydrofuro[3,4-c][1,8]naphthyridine-8-carboxamide